BrC1=C2C(=NC(=NC2=C(C=C1C(F)(F)F)F)Cl)N(C)CCO[Si](C)(C)C(C)(C)C bromo-N-[2-[tert-butyl(dimethyl)silyl]oxyethyl]-2-chloro-8-fluoro-N-methyl-6-(trifluoromethyl)quinazolin-4-amine